O=C1CC2(C1)CN(C2)C2=CC1=C(N(C=N1)C1=CC=C(C=C1)CC(=O)NC1=CC(=NO1)C(C)(C)C)C=C2 2-(4-(5-(2-oxo-6-azaspiro[3.3]heptan-6-yl)-1H-benzo[d]imidazol-1-yl)phenyl)-N-(3-(tert-butyl)isoxazol-5-yl)acetamide